oxalyl-dipiperidine C(C(=O)N1CCCCC1)(=O)N1CCCCC1